tert-butyl 5-amino-6-bromoisoindoline-2-carboxylate NC=1C=C2CN(CC2=CC1Br)C(=O)OC(C)(C)C